O1C(OCOC1)=O trioxanone